tert-butyl 4-{4-[(4-{4-[(2,2-dimethylpropyl)carbamoyl]phenoxy}-3-methylphenyl)amino]pyrido[3,4-d]pyrimidin-6-yl}piperazine-1-carboxylate CC(CNC(=O)C1=CC=C(OC2=C(C=C(C=C2)NC=2C3=C(N=CN2)C=NC(=C3)N3CCN(CC3)C(=O)OC(C)(C)C)C)C=C1)(C)C